(R)-1-(4-((3-chloro-[1,1'-biphenyl]-4-yl)methyl)-2-methylpiperazine-1-carbonyl)-1H-pyrazole-3-carboxylic acid ClC=1C=C(C=CC1CN1C[C@H](N(CC1)C(=O)N1N=C(C=C1)C(=O)O)C)C1=CC=CC=C1